(S)-2-((tert-butoxycarbonyl)amino)-3-(((hexadecyloxy)carbonyl)amino)propanoic acid C(C)(C)(C)OC(=O)N[C@H](C(=O)O)CNC(=O)OCCCCCCCCCCCCCCCC